NC1=C(CC=C(N1)C)C#N 6-amino-5-cyano-2-methyl-1,4-dihydropyridine